CC1=CC(=O)OC2=C(C(=C(C=C12)F)O)F 6,8-difluoro-4-methylumbelliferone